C(CC)(=O)OC1=CC=C2C=CCC2=C1 1H-inden-6-ol propionate